COC(=O)C=1C(=CC2=CN(N=C2C1)CCC(C)(C)O)NC(=O)C1=NC(=CC=C1)C(F)(F)F 2-(3-hydroxy-3-methylbutyl)-5-({[6-(trifluoromethyl)pyridin-2-yl]carbonyl}amino)-2H-indazole-6-carboxylic acid methyl ester